O[C@@H]1[C@@H](CO[C@@H]([C@@H]1O)CO)N1C(OCC1=O)=O 3-((3R,4R,5R,6R)-4,5-dihydroxy-6-(hydroxymethyl)tetrahydro-2H-pyran-3-yl)oxazolidine-2,4-dione